6-(4-(1H-indazol-3-yl)piperidin-1-yl)-2-morpholinooxazolo[4,5-c]pyridine N1N=C(C2=CC=CC=C12)C1CCN(CC1)C1=CC2=C(C=N1)N=C(O2)N2CCOCC2